COC1=C(C(=O)NCC=2OC(=NN2)C=2SC=CC2)C=CC(=C1)N1CCN(CC1)C 2-methoxy-4-(4-methylpiperazin-1-yl)-N-((5-(thiophen-2-yl)-1,3,4-oxadiazol-2-yl)methyl)benzamide